2-[[6-(3-Chloro-4-fluoro-phenyl)pyrazolo[4,3-b]pyridin-1-yl]methyl]-5-methyl-1,3,4-oxadiazole ClC=1C=C(C=CC1F)C=1C=C2C(=NC1)C=NN2CC=2OC(=NN2)C